NC(C)(C1CCCC1)C1=NN(C2=CN=C(C=C21)NC2=CC=C1C(=N2)CC(OC1=O)(C)C)CC(F)F 2-((3-(1-amino-1-cyclopentylethyl)-1-(2,2-difluoroethyl)-1H-pyrazolo[3,4-c]pyridine-5-yl)amino)-7,7-dimethyl-7,8-dihydro-5H-pyrano[4,3-b]pyridin-5-one